OCC[N+](C)(C)C.OCC[N+](C)(C)C choline (CHOLINE)